BrC=1C(=NN2C1OCC1(C2)CC1)C1=NC=C(C=C1)F Bromo-2'-(5-fluoropyridin-2-yl)-5'H,7'H-spiro[cyclopropane-1,6'-pyrazolo[5,1-b][1,3]oxazine]